1,2,3,4-tetrafluoro-5-methoxybenzene FC1=C(C(=C(C(=C1)OC)F)F)F